(S)-4-benzyl-3-(2-((R)-2,3-dihydrobenzofuran-3-yl)acetyl)oxazolidin-2-one C(C1=CC=CC=C1)[C@@H]1N(C(OC1)=O)C(C[C@H]1COC2=C1C=CC=C2)=O